3-[2-chloro-6-cyano-4-[1-[4-[[2-(methanesulfonamido)pyrimidin-4-yl]methoxy]phenyl]-1-methyl-ethyl]phenoxy]-N-[[2-(2,6-dioxo-3-piperidyl)-1-oxo-isoindolin-5-yl]methyl]propanamide ClC1=C(OCCC(=O)NCC=2C=C3CN(C(C3=CC2)=O)C2C(NC(CC2)=O)=O)C(=CC(=C1)C(C)(C)C1=CC=C(C=C1)OCC1=NC(=NC=C1)NS(=O)(=O)C)C#N